C(C)(=O)N1CCC(CC1)NCC1=C(C=C(C=C1)C1=NC=CC(=C1Cl)C=1C(=C(C=CC1)C1=CC=C(C(=N1)OC)CN1CC2(C1)C(NCC2)=O)Cl)OC 2-((6-(3-(2-(4-(((1-acetylpiperidin-4-yl)amino)methyl)-3-methoxyphenyl)-3-chloropyridin-4-yl)-2-chlorophenyl)-2-methoxypyridin-3-yl)methyl)-2,6-diazaspiro[3.4]octan-5-one